Methyl-2-phenyl-2-(4-thioxo-1,4-dihydro-5H-pyrazolo[3,4-d]pyrimidin-5-yl)acetate COC(C(N1C=NC2=C(C1=S)C=NN2)C2=CC=CC=C2)=O